1-(2-(Dimethylamino)ethyl)-5-((4-(4,4-dimethylcyclohexyl)phenyl)amino)-3-methyl-1,3-dihydro-2H-benzo[d]imidazol-2-one CN(CCN1C(N(C2=C1C=CC(=C2)NC2=CC=C(C=C2)C2CCC(CC2)(C)C)C)=O)C